OC1=C(C=CC2=C(C=CC=C2)O)C=CC(=C1)O 2',2,4'-trihydroxystilbene